(R)-1-(tert-butylsulfoxy)-4-propyl-1,5-dihydro-2H-pyrrol-2-one C(C)(C)(C)OS(ON1C(C=C(C1)CCC)=O)(=O)=O